C(C(C)C)NCC=1C=C(C(N(C1)CC(F)(F)F)=O)C(=O)NC=1C=C(C=CC1)C1=C(C=CC=C1)C1=NN=CN1C 5-((Isobutylamino)methyl)-N-(2'-(4-methyl-4H-1,2,4-triazol-3-yl)-[1,1'-biphenyl]-3-yl)-2-oxo-1-(2,2,2-trifluoroethyl)-1,2-dihydropyridine-3-carboxamide